[C@H](C)(CC)OC=1C=C2C(=NC1)NC=C2/C=C(/C(=O)N[C@H](C)C2=CC(=C(C=C2)OC)OC)\C#N (E)-3-(5-((S)-sec-butoxy)-1H-pyrrolo[2,3-b]pyridin-3-yl)-2-cyano-N-((R)-1-(3,4-dimethoxyphenyl)ethyl)acrylamide